C1(CC1)N1CCC(CC1)N1CCC(CC1)C=1C=CC2=C(N(C(=N2)C2=CC(=C(C=C2)OC)OC)CC(F)F)C1 6-(1'-cyclopropyl-[1,4'-bipiperidin]-4-yl)-1-(2,2-difluoroethyl)-2-(3,4-dimethoxyphenyl)-1H-benzo[d]imidazole